5,5'-bis[(4-amino)phenoxy]-2,2'-bipyridine NC1=CC=C(OC=2C=CC(=NC2)C2=NC=C(C=C2)OC2=CC=C(C=C2)N)C=C1